ethyl 3-fluoro-1-methyl-4-nitro-1H-pyrrole-2-carboxylate FC1=C(N(C=C1[N+](=O)[O-])C)C(=O)OCC